5-(difluoromethyl)-6-(pyrimidin-2-yl)pyridin-3-amine FC(C=1C=C(C=NC1C1=NC=CC=N1)N)F